NC1=NC=CC=C1S(=O)(=O)NC(=O)C=1C(=NC(=CC1)C1=CC(=CC(=C1)C)OCC)N1C(C[C@@H](C1)C)(C)C N-[(2-Amino-3-pyridyl)sulfonyl]-6-(3-ethoxy-5-methylphenyl)-2-[(4S)-2,2,4-trimethylpyrrolidin-1-yl]pyridin-3-carboxamid